(2R,3R)-5,7-dihydroxy-4-oxo-2-(3,4,5-trihydroxyphenyl)chroman-3-yl methyl hydrogen phosphate P(=O)(O[C@@H]1[C@H](OC2=CC(=CC(=C2C1=O)O)O)C1=CC(=C(C(=C1)O)O)O)(OC)O